N-(2,3-dihydro-1H-inden-2-yl)-1-methyl-1H-pyrrolo[2,3-b]pyridine-5-carboxamide C1C(CC2=CC=CC=C12)NC(=O)C=1C=C2C(=NC1)N(C=C2)C